tert-butyl difluorophosphite P(OC(C)(C)C)(F)F